tin (II) methanesulfonate CS(=O)(=O)[O-].[Sn+2].CS(=O)(=O)[O-]